N-[4-[2-[2-[(1r,4r)-(4-Aminocyclohexyl)amino]pyrimidin-4-yl]-5-cyclopropylphenoxy]-3-fluorophenyl]2-chlorobenzenesulfonamide NC1CCC(CC1)NC1=NC=CC(=N1)C1=C(OC2=C(C=C(C=C2)NS(=O)(=O)C2=C(C=CC=C2)Cl)F)C=C(C=C1)C1CC1